OC1(CC1)CNC(C1=CC(=CC=C1)OC)=O N-[(1-hydroxycyclopropyl)methyl]-3-methoxybenzamide